C(CC1=CC=CC=C1)NC(=O)N1C=NC2=NC=C(C=C21)C(F)(F)F N-Phenethyl-6-(trifluoromethyl)-1H-imidazo[4,5-b]pyridine-1-carboxamide